BrC1=C(C=2C=C(C=NC2C=C1)Cl)C#N 6-bromo-3-chloro-quinoline-5-carbonitrile